2-(3-(1-((1R,3S,4S)-2-Azabicyclo[2.2.1]heptane-3-carbonyl)piperidine-4-carbonyl)-2-methyl-1H-pyrrolo[2,3-c]pyridin-1-yl)-N-ethyl-5-fluoro-N-isopropylbenzamide [C@@H]12N[C@@H]([C@@H](CC1)C2)C(=O)N2CCC(CC2)C(=O)C2=C(N(C1=CN=CC=C12)C1=C(C(=O)N(C(C)C)CC)C=C(C=C1)F)C